C(C)(=O)O.OOCCCCCCCCCCCCC tridecyl hydroxy ether acetate